ClC=1C=C(C=CC1C#N)CC(=O)O 2-(3-chloro-4-cyanophenyl)acetic acid